[Zn].BrC1=C(C(=NC=C1)C(=O)O)OC bromo-methoxy-pyridinecarboxylic acid zinc